bisdodecyl adipate C(CCCCC(=O)OCCCCCCCCCCCC)(=O)OCCCCCCCCCCCC